CC1=NC=C(C(=C1)C1=CC=2N(C=C1)N=C(C2)NC=2N=NC=CC2)OC[C@@H]2CNCCO2 5-[2-methyl-5-[[(2S)-morpholin-2-yl]methoxy]-4-pyridyl]-N-pyridazin-3-yl-pyrazolo[1,5-a]pyridin-2-amine